CC1(NC(N(C1=O)C=1C=CC(=NC1)OC1=CC(=C(C#N)C=C1)CC)=O)C 4-{[5-(4,4-dimethyl-2,5-dioxo-1-imidazolidinyl)-2-pyridinyl]oxy}-2-ethylbenzonitrile